Pyrazolo[3,4-d]Pyrimidine-6-carboxamide N=1N=CC=2C1NC(=NC2)C(=O)N